6-Bromo-7-fluoro-1-methylindazol-3-amine BrC1=CC=C2C(=NN(C2=C1F)C)N